C(N)(=O)C1=C(C=CC(=C1)F)NC(C)C=1C=C(C=C2C(N(C=3N(C12)C=NC3C(=O)N(C)C)C)=O)C 9-(1-((2-Carbamoyl-4-fluorophenyl)amino)ethyl)-N,N,4,7-tetramethyl-5-oxo-4,5-dihydroimidazo[1,5-a]quinazoline-3-carboxamide